ClC1=C2C=CC=NC2=C(C=C1)OC(C(=O)[O-])C(=O)[O-] (5-chloro-8-quinolinyloxy)-malonate